acetoxyacrylic acid C(C)(=O)OC(C(=O)O)=C